nitro-heptadecanedioic acid [N+](=O)([O-])C(C(=O)O)CCCCCCCCCCCCCCC(=O)O